C1(CC1)S(=O)(=O)C=1C(=C(C=CC1)NC1=NC=C(C(=N1)C1=CNC2=C(C=CC=C12)[N+](=O)[O-])C)F N-(3-(cyclopropylsulfonyl)-2-fluorophenyl)-5-methyl-4-(7-nitro-1H-indol-3-yl)pyrimidin-2-amine